5-(pyridin-3-yl)-1H-benzo[d]imidazol N1=CC(=CC=C1)C1=CC2=C(NC=N2)C=C1